tert-butyl (3R)-4-{3-[2-(difluoromethyl)pyridin-4-yl]-2-(4-fluorophenyl)-3H-imidazo[4,5-b]pyridin-5-yl}-3-methylpiperazine-1-carboxylate FC(C1=NC=CC(=C1)N1C(=NC=2C1=NC(=CC2)N2[C@@H](CN(CC2)C(=O)OC(C)(C)C)C)C2=CC=C(C=C2)F)F